5-Azacytosin N1C(=O)N=C(N)N=C1